C1(CCCCC1)CNCC=1C=CC=2N(C1)C=C(N2)CNC(=O)C=2OC1=CC(=CC=C1C(C2)=O)F N-[(6-{[(cyclohexyl-methyl)amino]methyl}imidazo[1,2-a]pyridin-2-yl)methyl]-7-fluoro-4-oxo-4H-chromene-2-carboxamide